ClC=1C=CC(=NC1)N1C2CN(CC1CC2)C(CCNCC2=C(C=CC=1N2C=CN1)F)=O 1-[8-(5-chloropyridin-2-yl)-3,8-diazabicyclo[3.2.1]octan-3-yl]-3-[({6-fluoroimidazo[1,2-a]pyridin-5-yl}methyl)amino]propan-1-one